4-morpholino-2-[(2E)-2-(m-tolylmethylene)hydrazino]-N-tetrahydropyran-4-yl-thieno[2,3-d]pyrimidine-6-carboxamide O1CCN(CC1)C=1C2=C(N=C(N1)N/N=C/C=1C=C(C=CC1)C)SC(=C2)C(=O)NC2CCOCC2